3-(7-(2-(4-(4-(4-((5-Hydroxy-2-(4-hydroxyphenyl)-3-methyl-1H-indol-1-yl)-methyl)phenoxy)butyl)piperazin-1-yl)ethoxy)-1-methyl-1H-indazol-3-yl)piperidine-2,6-dione OC=1C=C2C(=C(N(C2=CC1)CC1=CC=C(OCCCCN2CCN(CC2)CCOC=2C=CC=C3C(=NN(C23)C)C2C(NC(CC2)=O)=O)C=C1)C1=CC=C(C=C1)O)C